2-[4-[3-[6-[8-(1,3-benzothiazol-2-ylcarbamoyl)-3,4-dihydro-1H-isoquinolin-2-yl]-2-tert-butoxycarbonyl-3-pyridyl]-2-methyl-phenoxy]-1-piperidyl]acetic acid S1C(=NC2=C1C=CC=C2)NC(=O)C=2C=CC=C1CCN(CC21)C2=CC=C(C(=N2)C(=O)OC(C)(C)C)C=2C(=C(OC1CCN(CC1)CC(=O)O)C=CC2)C